3,5-difluorophenyl-thiomorpholine FC=1C=C(C=C(C1)F)N1CCSCC1